4-(5-(Benzylamino)-1-methyl-1H-1,2,4-triazol-3-yl)-N-(2,2,2-trifluoroethyl)benzamide C(C1=CC=CC=C1)NC1=NC(=NN1C)C1=CC=C(C(=O)NCC(F)(F)F)C=C1